C(#N)C(OC(=O)C1C(C1C(=O)O)(C)C)C1=CC(=C(C=C1)F)OC1=CC=CC=C1 3-((cyano(4-fluoro-3-phenoxyphenyl)methoxy)carbonyl)-2,2-dimethylcyclopropane-1-carboxylic acid